racemic-tetra(N-methyl-4-pyridyl)tetrachloroporphin CN1CC=C(C=C1)C=1C2=C(C3=C(C(=C(N3C3=CCN(C=C3)C)C(=C3C=CC(C(=C4C=CC(=C(C(C1)=N2)Cl)N4)Cl)=N3)Cl)C3=CCN(C=C3)C)C3=CCN(C=C3)C)Cl